C(C)(=O)OCCC=NC1=CC=CC=C1 phenyliminopropyl acetate